Perfluorooctyl-amine FN(C(C(C(C(C(C(C(C(F)(F)F)(F)F)(F)F)(F)F)(F)F)(F)F)(F)F)(F)F)F